OC(C(=O)C1=CC=C(C=C1)Br)(C)C 2-hydroxy-1-(4-bromophenyl)-2-methylpropan-1-one